CN(C(OC(C)(C)C)=O)CCOC1=CC=C(C=C1)C1(N=N1)C(F)(F)F Tert-butyl methyl(2-(4-(3-(trifluoromethyl)-3H-diazirin-3-yl)phenoxy)ethyl)carbamate